C(C)(C)C1=CC=C(CC(CN)(C)N)C=C1 2-(4-isopropylbenzyl)-1,2-propanediamine